COC=1C=C(\C=C\2/CC(C\C(\C2=O)=C/C2=CC(=C(C=C2)OC)OC)NS(=O)(=O)CC)C=CC1OC N-(3,5-Bis((E)-3,4-dimethoxybenzylidene)-4-oxocyclohexyl)ethanesulfonamide